4-phenyl-2-(piperidin-4-yl)pyridazin-3(2H)-one trifluoroacetate FC(C(=O)O)(F)F.C1(=CC=CC=C1)C=1C(N(N=CC1)C1CCNCC1)=O